(E)-2-(prop-1-en-2-yl)-5-(2-(thiazol-4-yl)vinyl)benzene-1,3-diol C=C(C)C1=C(C=C(C=C1O)\C=C\C=1N=CSC1)O